2-Amino-4-[1-[(1R,4R)-2,5-diazabicyclo[2.2.1]heptan-2-yl]-5-fluoro-7,9-dihydrofuro[3,4-f]quinazolin-6-yl]-5-fluoro-benzothiophene-3-carbonitrile NC=1SC2=C(C1C#N)C(=C(C=C2)F)C=2C1=C(C=3C(=NC=NC3C2F)N2[C@H]3CN[C@@H](C2)C3)COC1